5-tert-butyl-3-[5-cyclopropyl-4-[(3-methylsulfonylphenyl)methoxy]pyridin-2-yl]-1,2,4-oxadiazole C(C)(C)(C)C1=NC(=NO1)C1=NC=C(C(=C1)OCC1=CC(=CC=C1)S(=O)(=O)C)C1CC1